2-(2-(2-(6-(methylthio)-5-nitro-N-(prop-2-yn-1-yl)nicotinamido)-N-(prop-2-yn-1-yl)acetamido)-N-(prop-2-yn-1-yl)acetamido)ethyl (2-(trimethylammonio) ethyl) phosphate P(=O)(OCCN(C(CN(C(CN(C(C1=CN=C(C(=C1)[N+](=O)[O-])SC)=O)CC#C)=O)CC#C)=O)CC#C)(OCC[N+](C)(C)C)[O-]